cadmium sulfur telluride S=[Te].[Cd]